(S)-2,2-dimethylcyclopropane-1-carboxamide CC1([C@H](C1)C(=O)N)C